2-bromo-2-deoxy-D-glucose Br[C@@H](C=O)[C@@H](O)[C@H](O)[C@H](O)CO